NC=1N=C(C(=NC1)C#N)[C@H](C)CC (R)-5-amino-3-(sec-butyl)pyrazine-2-carbonitrile